2-(4-Bromobenzoyl)-N-[(2R)-2-hydroxy-2-[(3S)-7-hydroxy-1,2,3,4-tetrahydroisoquinolin-3-yl]-ethyl]-3,4-dihydro-1H-isoquinoline-6-carboxamide BrC1=CC=C(C(=O)N2CC3=CC=C(C=C3CC2)C(=O)NC[C@H]([C@H]2NCC3=CC(=CC=C3C2)O)O)C=C1